rel-2-amino-N-[(1S,2S,4S)-2-[(4-bromophenyl)methoxy]-4-{[tert-butyl(dimethyl)silyl]oxy}cyclopentyl]-5-(1-methyl-1H-pyrazol-4-yl)pyridine-3-carboxamide NC1=NC=C(C=C1C(=O)N[C@@H]1[C@H](C[C@H](C1)O[Si](C)(C)C(C)(C)C)OCC1=CC=C(C=C1)Br)C=1C=NN(C1)C |o1:10,11,13|